(3-ethyl-2-oxo-4-thioxo-1,2,3,4-tetrahydroquinazolin-7-yl)methyl methanesulfonate CS(=O)(=O)OCC1=CC=C2C(N(C(NC2=C1)=O)CC)=S